C1(=CC=CC=C1)P(CC(C)P(C1=CC=CC=C1)C1=CC=CC=C1)C1=CC=CC=C1 1,2-bis-diphenylphosphinopropane